CN1N=CC(=C1)C=1SC=C2OCC(C21)=O 4-(1-methyl-1H-pyrazol-4-yl)thieno[3,4-b]furan-3(2H)-one